ClC=1C=CC(=C(C1)C1=CC=NC=C1OC)N1N=NC(=C1)C(F)(F)F 4-{5-chloro-2-[4-(trifluoromethyl)-1H-1,2,3-triazol-1-yl]Phenyl}-5-methoxy-pyridine